C(C)OC1=C(C=C2C=CN=C(C2=C1)OC[C@H]1NC([C@H]([C@H]1CC)F)=O)C(=O)N 7-ethoxy-1-{[(2S,3S,4S)-3-ethyl-4-fluoro-5-oxopyrrolidin-2-yl]methoxy}isoquinoline-6-carboxamide